BrC=1C(=NC(=NC1)Cl)N(C1=CC=C(C=C1)OC1=CC=CC=C1)CC(=C)C 5-bromo-2-chloro-N-(2-methylallyl)-N-(4-phenoxyphenyl)pyrimidin-4-amine